tert-butyl 4-(4-(4,4,5,5-tetramethyl-1,3,2-dioxaborolan-2-yl)benzyl)-3-oxopiperazine-1-carboxylate CC1(OB(OC1(C)C)C1=CC=C(CN2C(CN(CC2)C(=O)OC(C)(C)C)=O)C=C1)C